FC=1C=CC(=C(C1)N1C(N(C(C1)C#N)C1=CN=CC2=CC=CC=C12)=O)OC 1-(5-fluoro-2-methoxyphenyl)-3-(isoquinolin-4-yl)-2-oxoimidazolidine-4-carbonitrile